diethylene propionate C(CC)(=O)O.C=C.C=C